7-METHOXY-1H-INDOL-3-YLBORONIC ACID COC=1C=CC=C2C(=CNC12)B(O)O